2-(3-(2-(2-fluoro-5-(trifluoromethoxy)benzyl)-2H-tetrazol-5-yl)phenyl)-2-hydroxypropane-1-sulfonamide FC1=C(CN2N=C(N=N2)C=2C=C(C=CC2)C(CS(=O)(=O)N)(C)O)C=C(C=C1)OC(F)(F)F